C1(CC1)N1C[C@H](N(C[C@@H]1C)C1CCN(CC1)C1=C(C=C(C(=C1)OC)NC1=NC=NC(=C1)N1OCC[C@@H]1C1=CC(=CC(=C1)F)F)NC(C=C)=O)C N-(2-(4-((2R,5S)-4-cyclopropyl-2,5-dimethylpiperazine-1-yl)piperidine-1-yl)-5-((6-((R)-3-(3,5-difluorophenyl)-isoxazolidine-2-yl)pyrimidine-4-yl)amino)-4-methoxyphenyl)acrylamide